NC1=C(C(=O)NC(C)C)C=C(C=N1)C1=C(C=C(C=C1)NC([C@](C)(C1=CC=CC=C1)O)=O)C (S)-2-amino-5-(4-(2-hydroxy-2-phenylpropionamido)-2-methylphenyl)-N-isopropylnicotinamide